2-(7-(diethylamino)-2-oxo-2H-chromen-3-yl)-N,N-bis(2-hydroxyethyl)benzo[d]thiazole-6-sulfonamide C(C)N(C1=CC=C2C=C(C(OC2=C1)=O)C=1SC2=C(N1)C=CC(=C2)S(=O)(=O)N(CCO)CCO)CC